OC(CCC=C)C1=CC(=C(C=N1)C1=NC=C2C=C(N=CC2=C1)N(C(OC(C)(C)C)=O)C)C tert-butyl N-{7-[6-(1-hydroxypent-4-en-1-yl)-4-methylpyridin-3-yl]-2,6-naphthyridin-3-yl}-N-methylcarbamate